2-(4-(Dibenzo[b,d]furan-3-yl)phenyl)-3,5,6-triphenylpyrazine C1=CC(=CC=2OC3=C(C21)C=CC=C3)C3=CC=C(C=C3)C3=NC(=C(N=C3C3=CC=CC=C3)C3=CC=CC=C3)C3=CC=CC=C3